4-(benzyloxy)-3-methoxybenzoyl Chloride C(C1=CC=CC=C1)OC1=C(C=C(C(=O)Cl)C=C1)OC